NC=1C(=NC=CN1)S(=O)(=O)NC(=O)C=1C(=NC(=CC1)C1=CC=C(C=C1)OCC)NCC1(CCOCC1)C N-(3-Aminopyrazin-2-yl)sulfonyl-6-(4-ethoxyphenyl)-2-[(4-methyltetrahydropyran-4-yl)methylamino]pyridin-3-carboxamid